CN(C1CCN(CC1)C1=CC=C(C=C1)NC1=NC=CC(=N1)NC1=NC(=NC=C1)C1=NC(=CC=C1)C)C N2-[4-[4-(dimethylamino)-1-piperidyl]phenyl]-N4-[2-(6-methyl-2-pyridyl)pyrimidin-4-yl]pyrimidine-2,4-diamine